C(C)(C)(C)OC(OC(C)(C)C)N(C)C 1,1-di-tert-butoxy-N,N-dimethyl-methylamine